C(C)(=O)O[C@H](CCC1=CC(=C(C=C1)O)O)C[C@@H](CCC1=CC(=C(C=C1)O)O)OC(C)=O (3R,5R)-3,5-diacetoxy-1,7-bis(3,4-dihydroxyphenyl)heptane